(2S,3R)-2-amino-3-methoxy-N-methylbutanamide N[C@H](C(=O)NC)[C@@H](C)OC